ClC=1C=CC(=C2C=CN(C(C12)=O)C)OC1CC2(CN(C2)CCNC2=C(C=C3C=NN(C3=C2)CC(=O)O)F)C1 2-[6-[2-[6-[(8-chloro-2-methyl-1-oxo-5-isoquinolyl)oxy]-2-azaspiro[3.3]heptan-2-yl]ethylamino]-5-fluoro-indazol-1-yl]acetic acid